C(C)(=O)NC=1C=C(C=CC1)C1=C(C=CC=C1)C=1SC=C(N1)C(=O)O 2-((3-acetamidophenyl)phenyl)thiazole-4-carboxylic acid